3-amino-N-{1-[2-cyano-4-(trifluoromethyl)phenyl]-4-[4-(2-ethoxypyridin-3-yl)phenyl]piperidin-4-yl}propionamide NCCC(=O)NC1(CCN(CC1)C1=C(C=C(C=C1)C(F)(F)F)C#N)C1=CC=C(C=C1)C=1C(=NC=CC1)OCC